3-methyl-4-methylene-1-tolylpyrrolidine CC1CN(CC1=C)C1=C(C=CC=C1)C